C1(=CC=CC=C1)C[SiH](OC)OC Phenylmethyldimethoxysilan